BrC1CN(CCC1)C(=O)OC(C)(C)C tert-butyl 3-bromopiperidine-1-carboxylate